O1C(COCC1)COC1=CC(=C(C(=N1)C#CC1=CC=C(OCCNC(OC(C)(C)C)=O)C=C1)C)OCC1=CC=CC=C1 tert-Butyl (2-(4-((6-((1,4-dioxan-2-yl)methoxy)-4-(benzyloxy)-3-methylpyridin-2-yl)ethynyl)phenoxy)ethyl)carbamate